5-[2-(3,4,6,7,8,9-hexahydro-1H-pyrazino[1,2-a]indol-2-yl)-3-(hydroxymethyl)-4-pyridyl]-1-methyl-3-[[5-[(2S)-2-methyl-4-(oxetan-3-yl)piperazin-1-yl]-2-pyridyl]amino]pyridin-2-one C1N(CCN2C1=CC=1CCCCC21)C2=NC=CC(=C2CO)C=2C=C(C(N(C2)C)=O)NC2=NC=C(C=C2)N2[C@H](CN(CC2)C2COC2)C